C(C)(C)(C)OC(=O)N1CC([C@](CC1)(O)CN1C=C(C(=CC1=O)Cl)C(=O)OCC)(C)C (S)-ethyl 1-((1-(tert-butoxycarbonyl)-4-hydroxy-3,3-dimethylpiperidin-4-yl) methyl)-4-chloro-6-oxo-1,6-dihydropyridine-3-carboxylate